methyl 5-(3-((tert-butoxycarbonyl)amino)phenoxy)picolinate C(C)(C)(C)OC(=O)NC=1C=C(OC=2C=CC(=NC2)C(=O)OC)C=CC1